(6R)-2-(1,1-difluoroethyl)-7-[2-(2-fluorophenyl)sulfonyl-2-azaspiro[3.3]heptan-6-yl]-6-methyl-5,6-dihydrothiazolo[5,4-f][1,4]oxazepine FC(C)(F)C1SC2=CN([C@@H](COC2=N1)C)C1CC2(CN(C2)S(=O)(=O)C2=C(C=CC=C2)F)C1